C(=C\CC\C=C/CC)/C1CCC(O1)=O 5-[(1E,5Z)-oct-1,5-dienyl]oxolan-2-one